ClC1=C(C=CC(=C1)OC1=NC=CC=C1F)C1=NOC(=N1)CC(C(=O)O)=C 2-((3-(2-chloro-4-((3-fluoropyridin-2-yl)oxy)phenyl)-1,2,4-oxadiazol-5-yl)methyl)acrylic acid